4-chloro-N-(1,1-dimethylsilacyclohexan-4-yl)-6-methyl-1H-pyrrolo[2,3-b]pyridine-2-carboxamide ClC1=C2C(=NC(=C1)C)NC(=C2)C(=O)NC2CC[Si](CC2)(C)C